5-[1-(5-amino-2-pyridyl)-3-(trifluoromethyl)pyrazol-4-yl]-N-[3-chloro-4-[[3-[[(2S,4R)-4-hydroxyprolyl]amino]-1-bicyclo[1.1.1]pentanyl]carbamoyl]phenyl]-1-methylimidazole-2-carboxamide NC=1C=CC(=NC1)N1N=C(C(=C1)C1=CN=C(N1C)C(=O)NC1=CC(=C(C=C1)C(NC12CC(C1)(C2)NC([C@H]2NC[C@@H](C2)O)=O)=O)Cl)C(F)(F)F